C(N)(=N)[S-] carbamimidothioate